C1(CCCCC1)C1=C(C=NC=2N1N=CC2)NC(=O)NC=2C=NC(=C(C2)C)C2=NOC(=N2)CCCC(=O)N2CCN(CC2)C=2C=C1CN(C(C1=CC2)=O)C2C(NC(CC2)=O)=O 1-(7-cyclohexylpyrazolo[1,5-a]pyrimidin-6-yl)-3-[6-[5-[4-[4-[2-(2,6-dioxo-3-piperidyl)-1-oxo-isoindolin-5-yl]piperazin-1-yl]-4-oxo-butyl]-1,2,4-oxadiazol-3-yl]-5-methyl-3-pyridyl]urea